N-((2-(cyclopropanesulfonylamino)thiazol-4-yl)methyl)-4-(pyridin-3-yl)benzamide C1(CC1)S(=O)(=O)NC=1SC=C(N1)CNC(C1=CC=C(C=C1)C=1C=NC=CC1)=O